CN1CCN(CC1)C=1C=CC=2N(C1)C(=CN2)C(=O)O 6-(4-methylpiperazin-1-yl)imidazo[1,2-a]pyridine-3-carboxylic acid